ClC1=CC(=C(S1)C1CCN(CC1)C1=CC=C(C=C1)C1(CC1)C(=O)OC)NC(=O)O[C@H](C)C1=CC=CC=C1 methyl 1-(4-{4-[5-chloro-3-({[(1R)-1-phenylethoxy]carbonyl}amino) thiophen-2-yl]piperidin-1-yl}phenyl)cyclopropane-1-carboxylate